N1=CC=CC2=CC(=CC=C12)C(=O)N 6-quinolinecarboxamide